N1(C=NC=C1)[B-](N1C=NC=C1)(N1C=NC=C1)N1C=NC=C1.[IH2+] iodonium tetrakis(1-imidazolyl)borate